2-(benzyloxy)-3-(chloromethyl)-4,6-dimethylpyridine C(C1=CC=CC=C1)OC1=NC(=CC(=C1CCl)C)C